4-(3-Methylbut-3-en-1-yn-1-yl)benzonitrile CC(C#CC1=CC=C(C#N)C=C1)=C